[1-(3-Difluoromethyl-2-fluoro-phenyl)-ethyl]-[7-(2-oxa-6-aza-spiro[3.3]hept-6-yl)-3,4,8,9b-tetraaza-cyclopenta[a]naphthalen-5-yl]-amine FC(C=1C(=C(C=CC1)C(C)NC1=NC=2N(C3=CN=C(C=C13)N1CC3(COC3)C1)C=CN2)F)F